C(C)N(CCC1=CNC2=C(C=CC=C12)OC1OC(C(C(C1O)O)O)C)CC 2-((3-(2-(diethylamino)ethyl)-1H-indol-7-yl)oxy)-6-methyltetrahydro-2H-pyran-3,4,5-triol